(4-(4,4,5,5-tetramethyl-1,3,2-dioxaborolan-2-yl)-1,2,3,6-tetrahydropyridine-1-carbonyl)cyclobutane-1-carbonitrile CC1(OB(OC1(C)C)C=1CCN(CC1)C(=O)C1(CCC1)C#N)C